4,4'-((4-(2-(pyridin-4-yl)phenyl)-3,5-bis(9H-pyrido[2,3-b]indol-9-yl)pyridine-2,6-diyl)bis(9H-carbazole-9,3-diyl))bis(N,N-diphenylaniline) N1=CC=C(C=C1)C1=C(C=CC=C1)C1=C(C(=NC(=C1N1C2=C(C3=CC=CC=C13)C=CC=N2)N2C1=CC=CC=C1C=1C=C(C=CC21)C2=CC=C(N(C1=CC=CC=C1)C1=CC=CC=C1)C=C2)N2C1=CC=CC=C1C=1C=C(C=CC21)C2=CC=C(N(C1=CC=CC=C1)C1=CC=CC=C1)C=C2)N2C1=C(C3=CC=CC=C23)C=CC=N1